[Br-].CC1NC(SC1C)N1N([NH2+]C(=N1)C1=CC=CC=C1)C1=CC=CC=C1 3-(4,5-dimethylthiazolidin-2-yl)-2,5-diphenyltetrazolium bromide